ClC1=C(C=C(C=C1)C1=CC=C(C=C1N)Cl)N 4,4'-dichloro-3,6'-diaminobiphenyl